2-chloro-2-fluoroacetyl chloride ClC(C(=O)Cl)F